O1C(CCC2=CC=CC=C12)C(=O)N1CCC(CC1)N1N=C(C=CC1=O)N1N=C(C=C1C)C 2-[1-(3,4-dihydro-2H-chromene-2-carbonyl)piperidin-4-yl]-6-(3,5-dimethylpyrazol-1-yl)pyridazin-3-one